C(CCCCC(=O)OCC(CO)(C)C)(=O)OCC(CO)(C)C bis(3-hydroxy-2,2-dimethyl-propyl) hexanedioate